2-(3-((2-methylene-4-oxo-4-(1-(4-(trifluoromethyl)phenyl)cyclobutoxy)butanoyl)oxy)oxetan-3-yl)acetic acid C=C(C(=O)OC1(COC1)CC(=O)O)CC(OC1(CCC1)C1=CC=C(C=C1)C(F)(F)F)=O